trifluoromethyl-(1,10-diazaphenanthrene) copper [Cu].FC(F)(F)C1=NC=2N=CC3=CC=CC=C3C2C=C1